ClC1=CC(=C(C=C1)[C@@H]([C@H](C)C=1N(C(C(=C(N1)C(=O)NC=1C=NOC1)OC)=O)C)C1=CC=CC=C1)C#N 2-((1S,2S)-1-(4-chloro-2-cyanophenyl)-1-phenylpropan-2-yl)-N-(isoxazol-4-yl)-5-methoxy-1-methyl-6-oxo-1,6-dihydropyrimidine-4-carboxamide